ClCC(=O)NC1=C2C(N(C(C2=CC=C1)=O)C1C(NC(CC1)=O)=O)=O 2-chloro-N-[2-(2,6-dioxopiperidin-3-yl)-1,3-dioxoisoindolin-4-yl]acetamide